5-{3-[1-(3-chlorophenyl)-1H-pyrazol-5-yl]-5-methoxy-4-oxopyridazin-1(4H)-yl}-4-fluoro-1,3,3-trimethyl-1,3-dihydro-2H-indol-2-one ClC=1C=C(C=CC1)N1N=CC=C1C1=NN(C=C(C1=O)OC)C=1C(=C2C(C(N(C2=CC1)C)=O)(C)C)F